C(C=C)C1=C(C=C(C=C1)C)N(C(=O)[C@H]1N(CCC1)C1=NC(=CC(=C1)C(F)(F)F)C=C)C (S)-N-(2-allyl-5-methylphenyl)-N-methyl-1-(4-(trifluoromethyl)-6-vinylpyridin-2-yl)pyrrolidine-2-carboxamide